COC=1C=C2CCCN(C2=CC1)C(=O)C=1C=NC=C(C1)C1=CC=CC=C1 (6-Methoxy-3,4-dihydroquinolin-1(2H)-yl)(5-phenylpyridin-3-yl)methanone